COC=1C=C(C=CC1OC)C1=CC=NC=2N1N=C(C2)C(=O)NC2=CC=C(C(=O)N[C@@H](CC(=O)O)C(=O)O)C=C2 (4-(7-(3,4-dimethoxyphenyl)pyrazolo[1,5-a]pyrimidine-2-carboxamido)benzoyl)-L-aspartic acid